CN1NC[C@@H](CC1)NC(OC(C)(C)C)=O tert-butyl N-[(4R)-1-methylhexahydropyridazin-4-yl]carbamate